ethyl-phenyl-4-bromophenol C(C)C=1C(=C(C=CC1Br)O)C1=CC=CC=C1